FC1=C(C=CC(=C1)C1NCC(C1)O)C=1N=C2SC3=C(N2C1)C=CC(=C3)C(=O)NCCCN3CCC(CC3)F 2-(2-fluoro-4-(4-hydroxypyrrolidin-2-yl)phenyl)-N-(3-(4-fluoropiperidin-1-yl)propyl)benzo[d]imidazo[2,1-b]thiazole-7-carboxamide